C(C)OC(C1=NC=CC(=C1)C=1OC2=C(N1)C=C(C=C2)C=2C(=NN(C2)C(=O)OC(C)(C)C)C)=O 4-(5-(1-(tert-Butoxycarbonyl)-3-methyl-1H-pyrazol-4-yl)benzo[d]oxazol-2-yl)picolinic acid ethyl ester